4-(2,2-Difluoroethoxy)-3,5-dimethoxyamphetamine hydrochloride Cl.FC(COC1=C(C=C(CC(N)C)C=C1OC)OC)F